(±)-(1S,3R,5R,6S)-5-((6-(4-(((butyl(methyl)carbamoyl)oxy)methyl)-3-methyl-isoxazol-5-yl)pyridin-3-yl)oxy)bicyclo[4.1.0]heptane-3-carboxylic acid C(CCC)N(C(=O)OCC=1C(=NOC1C1=CC=C(C=N1)O[C@@H]1C[C@@H](C[C@@H]2C[C@H]12)C(=O)O)C)C |r|